3-(7-bromo-6-ethoxy-1-oxoisoindolin-2-yl)piperidine-2,6-dione BrC=1C(=CC=C2CN(C(C12)=O)C1C(NC(CC1)=O)=O)OCC